(R)-7-(benzyloxy)-6-methoxy-2-methyl-N-(1-(3-(trifluoromethyl)phenyl)ethyl)quinazolin-4-amine C(C1=CC=CC=C1)OC1=C(C=C2C(=NC(=NC2=C1)C)N[C@H](C)C1=CC(=CC=C1)C(F)(F)F)OC